FC(C(=O)O)(F)F.ClC1=NC=CC(=C1)OCC(=O)C1CCNCC1 ((2-chloropyridin-4-yl)oxy)-1-(piperidin-4-yl)ethan-1-one trifluoroacetate salt